[N+](=O)([O-])C1=C(C(=CC(=C1)[N+](=O)[O-])C1=CC=CC=C1)SCl 2,4-dinitro-6-phenyl-phenylthio chloride